N-[(4-{5-[(2,6-dichlorophenyl)methoxy]pyrimidin-2-yl}morpholin-2-yl)methyl]methanesulfonamide ClC1=C(C(=CC=C1)Cl)COC=1C=NC(=NC1)N1CC(OCC1)CNS(=O)(=O)C